4-[6-(3-Thienyl)-1,3-benzothiazol-2-yl]-4-azatricyclo[5.2.1.02,6]dec-8-ene-3,5-dione S1C=C(C=C1)C1=CC2=C(N=C(S2)N2C(C3C4C=CC(C3C2=O)C4)=O)C=C1